3-tert-butyl-1-{3-methyl-2-oxo-1-[(1R)-1-phenylethyl]-4H-quinazolin-6-yl}urea C(C)(C)(C)NC(NC=1C=C2CN(C(N(C2=CC1)[C@H](C)C1=CC=CC=C1)=O)C)=O